bis(pentamethylcyclopentadiene) nickel [Ni].CC1C(=C(C(=C1C)C)C)C.CC1C(=C(C(=C1C)C)C)C